OP(O)(=O)OP(=O)(O)OP(=O)(O)OP(=O)(O)O.COC=1N=C2C=C3C(=NC2=CC1)C=C(C=C3)Cl 2-methoxy-7-chloro-benzo[b]-1,5-naphthyridine tetraphosphate